N1=CC(=CC=C1)C1=CC=C(C=C1)NC(=O)C=1SC(=CC1)CN1N=C(C=C1C)C N-(4-(pyridin-3-yl)phenyl)-5-((3,5-dimethyl-1H-pyrazol-1-yl)methyl)thiophene-2-carboxamide